1-(4-(6-chloro-8-fluoro-7-(2-fluorophenyl)quinazolin-4-yl)-2-ethynyl-piperazin-1-yl)prop-2-en-1-one ClC=1C=C2C(=NC=NC2=C(C1C1=C(C=CC=C1)F)F)N1CC(N(CC1)C(C=C)=O)C#C